FC1=C2C(=NC(=C1)OC)NC=C2 4-fluoro-6-methoxy-1H-pyrrolo[2,3-b]pyridine